FC(C=1C(=C(C=CC1)[C@@H](C)NC=1C=2C(N=C(N1)C)=C(C(N(C2)C2(CC2)CF)=O)NC=2C=NN(C2)C)F)F (R)-4-((1-(3-(difluoromethyl)-2-fluorophenyl)ethyl)amino)-6-(1-(fluoromethyl)cyclopropyl)-2-methyl-8-((1-methyl-1H-pyrazol-4-yl)amino)pyrido[4,3-d]pyrimidine-7(6H)-one